tertbutyl 3-(2,3-dichloro-6-fluorophenyl)-3-[(4-fluoro-1,3,3-trimethyl-2-oxoindol-6-yl)amino]pyrrolidine-1-carboxylate ClC1=C(C(=CC=C1Cl)F)C1(CN(CC1)C(=O)OC(C)(C)C)NC1=CC(=C2C(C(N(C2=C1)C)=O)(C)C)F